ClC1=NN=C(C2=C1CN(C2)C(=O)OC(C)(C)C)N[C@H]2CN(CCC2)CC(=O)OCC tert-butyl (R)-1-chloro-4-((1-(2-ethoxy-2-oxoethyl)piperidin-3-yl)amino)-5,7-dihydro-6H-pyrrolo[3,4-d]pyridazine-6-carboxylate